ClC1=NC=C(C(=C1)C1=C(C=NC(=C1)C)C(=O)NC=1SC2=C(N1)CN(C2)C(=O)C2CCC(CC2)O)OC 2'-chloro-5'-methoxy-6-methyl-N-{5-[(1s,4s)-4-hydroxycyclohexanecarbonyl]-4H,5H,6H-pyrrolo[3,4-d][1,3]thiazol-2-yl}-[4,4'-bipyridine]-3-carboxamide